tert-butyl (trans-4-(2-ethoxy-N-(5-(2-methoxypyrimidin-5-yl)pyrazin-2-yl)acetamido)cyclohexyl)carbamate C(C)OCC(=O)N(C1=NC=C(N=C1)C=1C=NC(=NC1)OC)[C@@H]1CC[C@H](CC1)NC(OC(C)(C)C)=O